2-(allyloxymethyl)acrylic acid seryl ester N[C@@H](CO)C(=O)OC(C(=C)COCC=C)=O